NC[C@H](O)C=1C=NN(C1)C1=C(C=C(C#N)C=C1)OC1=NC(=NC(=C1)C1=C(C=CC=C1)C)C 4-[4-[(1R)-2-amino-1-hydroxyethyl]pyrazol-1-yl]-3-[2-methyl-6-(2-methylphenyl)pyrimidin-4-yl]oxybenzonitrile